NCC1=CC(=NC=C1)C1=C(C=C(C#N)C=C1)OC=1N(N=C(C1)C1=NC=CC=C1)C 4-[4-(aminomethyl)pyridin-2-yl]-3-(2-methyl-5-pyridin-2-ylpyrazol-3-yl)oxybenzonitrile